[O-2].C(C)(C)O[Ti+3].[O-2].[O-2].C(C)(C)O[Ti+3] i-propyloxytitanium oxide